ethyl (E)-3-(5-amino-2-chloropyrimidin-4-yl)but-2-enoate NC=1C(=NC(=NC1)Cl)/C(=C/C(=O)OCC)/C